dysprosium scandium salt [Sc].[Dy]